4-methylene-1-(1-methylethyl)cyclohexene C=C1CC=C(CC1)C(C)C